5-((dibutylamino)methyl)-N-methoxy-N-methylfuran-2-carboxamide C(CCC)N(CCCC)CC1=CC=C(O1)C(=O)N(C)OC